O1N=C(C=C1)COC1=CC=C2C=C(NC2=C1)CNC(=O)N1CC(CC1)C N-((6-(isoxazol-3-ylmethoxy)-1H-indol-2-yl)methyl)-3-methylpyrrolidine-1-carboxamide